1-[4-[amino(4,5-dichloro-2-hydroxyphenyl)methyl]piperidin-1-yl]-2-hydroxyethan-1-one NC(C1CCN(CC1)C(CO)=O)C1=C(C=C(C(=C1)Cl)Cl)O